5-AMINO-2-PYRAZINECARBOXYLIC ACID NC=1N=CC(=NC1)C(=O)O